3-((E)-2-Hexenoxy)-hexanal C(\C=C\CCC)OC(CC=O)CCC